1-([1,2,4]triazolo[4,3-a]pyridin-3-yl)-4-(2-(diphenylamino)-2-oxoethyl)piperidine-4-carboxylic acid N=1N=C(N2C1C=CC=C2)N2CCC(CC2)(C(=O)O)CC(=O)N(C2=CC=CC=C2)C2=CC=CC=C2